4-[5-chloranyl-2-[2-[6-[di(methyl)amino]-2-methyl-4-oxidanylidene-5,6,7,8-tetrahydroquinazolin-3-yl]ethoxy]phenyl]pyrrolo[1,2-b]pyridazine-7-carboxylic acid ClC=1C=CC(=C(C1)C=1C=2N(N=CC1)C(=CC2)C(=O)O)OCCN2C(=NC=1CCC(CC1C2=O)N(C)C)C